C(C)NC(N(CC1=CC=C(C=C1)C1=NOC(=N1)C(F)(F)F)OC)=O N'-ethyl-N-methoxy-N-((4-[5-(trifluoromethyl)-1,2,4-oxadiazol-3-yl]phenyl)methyl)urea